(2R)-3-(benzyloxy)-2-(4-(1-(2,6-dioxopiperidin-3-yl)-3-ethyl-2-oxo-2,3-dihydro-1H-benzo[d]imidazol-5-yl)piperidin-1-yl)propanoic acid C(C1=CC=CC=C1)OC[C@H](C(=O)O)N1CCC(CC1)C1=CC2=C(N(C(N2CC)=O)C2C(NC(CC2)=O)=O)C=C1